2-methyl-2-(3-(1-(3-(thiophen-2-yl)benzoyl)piperidin-3-yl)phenoxy)propionic acid CC(C(=O)O)(C)OC1=CC(=CC=C1)C1CN(CCC1)C(C1=CC(=CC=C1)C=1SC=CC1)=O